CC1=CC=2N(N=C1N1CC=3C=C(C=NC3CC1)C=1C=NC=C(C1)C)C(C=CN2)=O 8-methyl-7-(3-(5-methylpyridin-3-yl)-7,8-dihydro-1,6-naphthyridin-6(5H)-yl)-4H-pyrimido[1,2-b]pyridazin-4-one